CON1C(=NC2=C1C(=CC(=C2)C(=O)OC)OC)C=2N1CCN(C3=CC=CC(C2)=C13)C(=O)OC(C)(C)C tert-butyl 2-(1,7-dimethoxy-5-methoxycarbonyl-benzimidazol-2-yl)-1,9-diazatricyclo[6.3.1.04,12]dodeca-2,4(12),5,7-tetraene-9-carboxylate